(1R,3S,5R)-N-(6-bromo-3-methylpyridin-2-yl)-5-methyl-2-azabicyclo[3.1.0]hexane-3-carboxamide BrC1=CC=C(C(=N1)NC(=O)[C@H]1N[C@@H]2C[C@@]2(C1)C)C